C1(C\C=C\CCCCCCCC)C(=O)OC1=O trans-3-dodecene-1,1-dicarboxylic anhydride